2-nitro-1-pyrazin-2-yl-ethanol [N+](=O)([O-])CC(O)C1=NC=CN=C1